FC=1C=CC(=NC1)C(=O)NC 5-fluoro-N-methylpyridinamide